methyl (S)-2-amino-3-(7-(1,3,6-trimethyl-2,4-dioxo-1,2,3,4-tetrahydro pyrimidin-5-yl)-1,3-dihydroisobenzofuran-4-yl)propanoate N[C@H](C(=O)OC)CC1=C2COCC2=C(C=C1)C=1C(N(C(N(C1C)C)=O)C)=O